CN(CCOC=1C=CC(=C(C(=O)N[C@H](C)C2=CC(=CC(=C2)C2=NN(C=C2)C(C)C)C2=NN(C=C2)CC)C1)C)C (R)-5-(2-(dimethylamino)ethoxy)-N-(1-(3-(1-ethyl-1H-pyrazol-3-yl)-5-(1-isopropyl-1H-pyrazol-3-yl)phenyl)ethyl)-2-methylbenzamide